2,3-dihydro-1,5-benzothiazepine-7-carboxylate S1CCC=NC2=C1C=CC(=C2)C(=O)[O-]